2-(2-propynyl)-phenol C(C#C)C1=C(C=CC=C1)O